diethoxytitanium (IV) dichloride [Cl-].[Cl-].C(C)O[Ti+2]OCC